CNC(C1=C(C=CC=C1)C1=NC(=NC(=C1)C(F)(F)F)S(=O)(=O)C)=O N-methyl-2-(2-(methylsulfonyl)-6-(trifluoromethyl)pyrimidin-4-yl)benzamide